cesium n-butoxide [O-]CCCC.[Cs+]